N[C@](CN1CC(C1)OC1=CC=C(C(=C1C(=O)O)O)[C@@]1(C)CB1)(C(=O)NCC(=O)N(C)C)C 6-({1-[(2R)-2-amino-3-{[2-(dimethylamino)-2-oxoethyl]amino}-2-methyl-3-oxopropyl]azetidin-3-yl}oxy)-3-[(1R,2S)-2-boranopropyl]-2-hydroxybenzoic acid